ClC=1C=C(C=CC1)[C@]12[C@H](OCC(N1)=O)CCCC2 (4aR,8aR)-4a-(3-chlorophenyl)hexahydro-2H-benzo[b][1,4]oxazin-3(4H)-one